C(CCCC1=C(C(=CC=C1C)C(C)(C)C)O)=C1C(C(=CC=C1C)C(C)(C)C)O butylidenyl-bis-(3-methyl-6-t-butylphenol)